4-[1-(2,2-difluoroethyl)-1H-pyrazolo[3,4-b]pyrazin-6-yl]-9-[6-(trifluoromethyl)pyridin-3-yl]-1-oxa-4,9-diazaspiro[5.5]undecane FC(CN1N=CC=2C1=NC(=CN2)N2CCOC1(C2)CCN(CC1)C=1C=NC(=CC1)C(F)(F)F)F